N-(2,4-difluoro-3-(5-(4-oxopiperidin-1-yl)-1H-pyrrolo[2,3-b]pyridine-3-carbonyl)phenyl)propane-1-sulfonamide FC1=C(C=CC(=C1C(=O)C1=CNC2=NC=C(C=C21)N2CCC(CC2)=O)F)NS(=O)(=O)CCC